C(C)C1=C(C=C(C(=C1)O)F)C1=CC=C2C(=NNC2=C1)C=1NC=C(N1)CN1C[C@H](CC1)O (S)-1-((2-(6-(2-ethyl-5-fluoro-4-hydroxyphenyl)-1H-indazol-3-yl)-1H-imidazole-4-yl)methyl)pyrrolidin-3-ol